ClC1=C(N)C=C(C=C1C(F)(F)F)C(F)(F)F 2-Chloro-3,5-bis-trifluoromethyl-aniline